4,4'-diglycidyloxyazobenzene C(C1CO1)OC1=CC=C(C=C1)N=NC1=CC=C(C=C1)OCC1CO1